[Al].C(C)(C)(C)C1=CC=C(C(=O)O)C=C1.C(C)(C)(C)C1=CC=C(C(=O)O)C=C1 bis(4-tert-butylbenzoic acid) aluminum